2-(2-oxopiperazin-1-yl)acetic acid O=C1N(CCNC1)CC(=O)O